N1=C(C=CC=2CCCNC12)CCN1N=C(N=C1)C(=O)O (2-(5,6,7,8-tetrahydro-1,8-naphthyridin-2-yl)ethyl)-1H-1,2,4-triazole-3-carboxylic acid